N=C1N(C2=NC(=NC(=C2N1C)C(=O)N)C1=C(C=CC=C1)C(C)C)CC1=CC=C(C=C1)C=1N(C=C(N1)C(F)(F)F)C 8-imino-2-(2-isopropylphenyl)-7-methyl-9-(4-(1-methyl-4-(trifluoromethyl)-1H-imidazol-2-yl)benzyl)-8,9-dihydro-7H-purine-6-carboxamide